(2S)-2-({[(9H-fluoren-9-yl)methoxy]carbonyl}amino)-3-[1-(2-phenylethyl)-1H-indol-3-yl]propanoic acid C1=CC=CC=2C3=CC=CC=C3C(C12)COC(=O)N[C@H](C(=O)O)CC1=CN(C2=CC=CC=C12)CCC1=CC=CC=C1